ethyl 5-(N-(4-chloro-2-((2-chloro-N-neopentyl benzoylamino) methyl) phenyl)-N-ethylsulfamoyl)-3-methylbenzofuran-2-carboxylate ClC1=CC(=C(C=C1)N(S(=O)(=O)C=1C=CC2=C(C(=C(O2)C(=O)OCC)C)C1)CC)CN(CC(C)(C)C)C(C1=C(C=CC=C1)Cl)=O